(2S,4R)-N-[(S)-(4-cyclopropyl-3-fluorophenyl)(phenyl)methyl]-4-fluoro-1-[2-(5-oxo-4,5-dihydro-1H-1,2,4-triazol-3-yl)acetyl]pyrrolidine-2-carboxamide C1(CC1)C1=C(C=C(C=C1)[C@@H](NC(=O)[C@H]1N(C[C@@H](C1)F)C(CC1=NNC(N1)=O)=O)C1=CC=CC=C1)F